tert-butyl 4-(1-methyl-7-methylsulfonyl-2-oxo-4H-pyrimido[4,5-d]pyrimidin-3-yl)-3,4-dihydro-1H-isoquinoline-2-carboxylate CN1C(N(CC=2C1=NC(=NC2)S(=O)(=O)C)C2CN(CC1=CC=CC=C21)C(=O)OC(C)(C)C)=O